BrC1=C(C=CC2=CC=CC=C12)OCOCC 1-bromo-2-(ethoxymethoxy)naphthalene